Methyl (R)-6-((7-azidoheptyl)amino)-2-((7-(but-2-yn-1-yl)-8-(3-((tert-butoxy carbonyl)amino)piperidin-1-yl)-3-methyl-2,6-dioxo-2,3,6,7-tetrahydro-1H-purin-1-yl)methyl)nicotinate N(=[N+]=[N-])CCCCCCCNC1=NC(=C(C(=O)OC)C=C1)CN1C(N(C=2N=C(N(C2C1=O)CC#CC)N1C[C@@H](CCC1)NC(=O)OC(C)(C)C)C)=O